(8S,11R,13S,14S,17R)-17-Acetyl-11-(4-((6-hydroxyhexyl)(methyl)amino) phenyl)-13-methyl-3-oxo-2,3,6,7,8,11,12,13,14,15,16,17-dodecahydro-1H-cyclopenta[a]phenanthren-17-yl Acetate C(C)(=O)O[C@@]1(CC[C@H]2[C@@H]3CCC4=CC(CCC4=C3[C@H](C[C@]12C)C1=CC=C(C=C1)N(C)CCCCCCO)=O)C(C)=O